3-(difluoromethyl)-9-methyl-3,4,7,17-tetraazatricyclo[12.3.1.02,6]Octadeca-1(18),2(6),4,14,16-pentaen-8-one trifluoroacetate salt FC(C(=O)O)(F)F.FC(N1C=2C=3N=CC=C(CCCCC(C(NC2C=N1)=O)C)C3)F